ClC=1C=C2CC(CC2=CC1)NC1=CC=C(C=C1)[C@@H](C(F)(F)F)N(C(=O)C1CCS(CC1)(=O)=O)C N-((1S)-1-(4-((5-chloro-2,3-dihydro-1H-inden-2-yl)amino)phenyl)-2,2,2-trifluoroethyl)-N-methyltetrahydro-2H-thiopyran-4-carboxamide 1,1-dioxide